6-octyl-anthracene-2-yl-boron C(CCCCCCC)C=1C=C2C=C3C=CC(=CC3=CC2=CC1)[B]